ClC=1C(=C(C=CC1F)B1OC(C(O1)(C)C)(C)C)OC 2-(3-chloro-4-fluoro-2-methoxy-phenyl)-4,4,5,5-tetramethyl-1,3,2-dioxaborolane